[Si](C)(C)(C(C)(C)C)OCC(C)(O)C=1SC=CN1 1-((tert-butyldimethylsilyl)oxy)-2-(thiazol-2-yl)propan-2-ol